C(C)(=O)OCCCC1=C(N(C2=C(C(=CC=C12)Cl)C=1C(=NN(C1COCC1=CC=C(C=C1)OC)CC1=CC=C(C=C1)OC)C)C)C(=O)OC Methyl 3-(3-acetoxypropyl)-6-chloro-7-(1-(4-methoxybenzyl)-5-(((4-methoxybenzyl)oxy)methyl)-3-methyl-1H-pyrazol-4-yl)-1-methyl-1H-indole-2-carboxylate